OCC1CCC(CC1)CC1CCC(CC1)CO 1,1-bis(4-hydroxymethylcyclohexyl)methane